C(C)C(COCCCC)CCCC butyl (2-ethylhexyl) ether